CC(C=CC=CCCCCCCBr)CCC 11-methyl-7,9-tetradecadienyl bromide